CSC1=C(C(=O)NCC#C)C=C(C=N1)[N+](=O)[O-] 2-(Methylthio)-5-nitro-N-(prop-2-yn-1-yl)nicotinamide